methyl 3-bromo-6-oxo-6,6a,7,8,9,10-hexahydro-5H-pyrido[1,2-a]quinoxaline-8-carboxylate BrC1=CC=2NC(C3N(C2C=C1)CCC(C3)C(=O)OC)=O